NC=1C(=NN(C1N)C(C)(C)C)C 4,5-diamino-1-tert-butyl-3-methyl-pyrazole